C(#C)C1=CC(=C(C=C1)C1=C(C=C(N=N1)C1N(CC(N1)=O)C)C)O (6-(4-ethynyl-2-hydroxyphenyl)-5-methylpyridazin-3-yl)-1-methylimidazolidin-4-one